N-[(1S)-5-[2-(2-aminopyridin-3-yl)-5-(pyrazol-1-yl)imidazo[4,5-b]pyridin-3-yl]-2,3-dihydro-1H-inden-1-yl]-7-formyl-1H-indazole-5-carboxamide NC1=NC=CC=C1C1=NC=2C(=NC(=CC2)N2N=CC=C2)N1C=1C=C2CC[C@@H](C2=CC1)NC(=O)C=1C=C2C=NNC2=C(C1)C=O